2-(1-(1-(cis-4-isopropylcyclohexyl) piperidin-4-yl)-1H-indol-2-yl)ethyl pivalate C(C(C)(C)C)(=O)OCCC=1N(C2=CC=CC=C2C1)C1CCN(CC1)[C@@H]1CC[C@@H](CC1)C(C)C